FC=1C=2N(C=C(C1)C=1C(=CN3N=C(N=C(C31)OC)N[C@H](C)C3COC3)F)C(=CN2)C(=O)NC (R)-8-fluoro-6-(6-fluoro-4-methoxy-2-((1-(oxetan-3-yl)ethyl)amino)pyrrolo[2,1-f][1,2,4]triazin-5-yl)-N-methylimidazo[1,2-a]pyridine-3-carboxamide